N=1N=CN2C1SC1=C2C=CC=C1 [1,2,4]Triazolo[3,4-b][1,3]benzothiazol